2-[(4-[(2-Acetaminopyridin-4-yl)oxy]-3-fluorophenyl)amino]-N-(4-fluoro-2-[(1-methylpiperidin-4-yl)oxy]phenyl)pyridine-3-carboxamide N(C(=O)C)C1=NC=CC(=C1)OC1=C(C=C(C=C1)NC1=NC=CC=C1C(=O)NC1=C(C=C(C=C1)F)OC1CCN(CC1)C)F